lauroyl-β-alaninate sodium [Na+].C(CCCCCCCCCCC)(=O)NCCC(=O)[O-]